C1(CCCCC1)C(C)(C)OC(=O)COC(=O)C1C2C3C4C=CC(C3C(C1)C2)C4 8-(2-cyclohexyl-2-propoxycarbonylmethyloxycarbonyl)-tetracyclo[4.4.0.12,5.17,10]-3-dodecene